BrC1=C(C=C(OCC[C@H](C)C2CCN(CC2)CC(=O)OCC)C=C1)C ethyl 2-[4-[(1S)-3-(4-bromo-3-methyl-phenoxy)-1-methyl-propyl]-1-piperidyl]acetate